[Fe](C#N)C#N.[K].[Zn] zinc potassium iron cyanide